pyrido-[2,3-d]Pyrimidin-7(8H)-one N1=CN=CC2=C1NC(C=C2)=O